ethyl 5,6,7,8-tetrahydro-4H-pyrazolo[1,5-a][1,4]diazepine-2-carboxylate N1=C(C=C2N1CCCNC2)C(=O)OCC